NC1=NC=2N=CN(C(C2N1C)=O)CC1=NC(=NO1)[C@@H]1CO[C@H](C1)C1=CC=C(C=C1)F 8-amino-1-((3-((3R,5R)-5-(4-fluorophenyl)tetrahydro-furan-3-yl)-1,2,4-oxadiazol-5-yl)methyl)-7-methyl-1,7-dihydro-6H-purin-6-one